ClC1=NC=C(C(=N1)C=1C=C(C2=C(C(CO2)(C)CC)C1)F)Cl 2,5-dichloro-4-(3-ethyl-7-fluoro-3-methyl-2,3-dihydrobenzofuran-5-yl)pyrimidine